(7-hydrazinobenzo[b]thiophen-2-yl)methanol (R)-1-(2-chloropyridin-3-yl)ethyl-(1-methyl-4-(5-(3-methylbicyclo[1.1.1]pentane-1-carboxamido)pyridin-2-yl)-1H-1,2,3-triazol-5-yl)carbamate ClC1=NC=CC=C1[C@@H](C)N(C(=O)OCC1=CC2=C(S1)C(=CC=C2)NN)C2=C(N=NN2C)C2=NC=C(C=C2)NC(=O)C21CC(C2)(C1)C